C(C)OC(=O)C=1SC=CC1C(=O)O thiofurandicarboxylic acid ethyl ester